(6-bis(t-butoxycarbonyl)amino-3,5-dibromopyrazin-2-yl)-6-ethoxypyridinecarboxamide C(C)(C)(C)OC(=O)N(C1=C(N=C(C(=N1)C=1C(=NC(=CC1)OCC)C(=O)N)Br)Br)C(=O)OC(C)(C)C